C12C#CC(CC1)C2 Norbornyne